C(#N)C1=C(CCCC1)C=1C=CC(=NC1)[C@H](CO)NC(=O)NC=1N=C(SC1)C#C (R)-1-(1-(5-(2-Cyanocyclohex-1-en-1-yl)pyridin-2-yl)-2-hydroxyethyl)-3-(2-ethynylthiazol-4-yl)urea